N-(6-(tert-butyl)-2-phenylpyrimidin-4-yl)-O-(3-(2-(5,6,7,8-tetrahydro-1,8-naphthyridin-2-yl)ethyl)cyclobutyl)-homoserine C(C)(C)(C)C1=CC(=NC(=N1)C1=CC=CC=C1)N[C@@H](CCOC1CC(C1)CCC1=NC=2NCCCC2C=C1)C(=O)O